1-(2-Fluorophenyl)-5-methyl-1H-1,2,3-triazol FC1=C(C=CC=C1)N1N=NC=C1C